C1(CC1)C1OCC(N(C1)CC1=CN=C(S1)C1=C(C(=C(C(=C1)F)F)O)F)=O 6-Cyclopropyl-4-((2-(2,4,5-trifluoro-3-hydroxyphenyl)thiazol-5-yl)methyl)morpholin-3-one